N1N(CC2=CC=CC=C12)CNC(=S)NC1=CC(=CC(=C1)F)F 1-((1H-indazol-2-yl)methyl)-3-(3,5-difluorophenyl)thiourea